C(C)(C)(C)OC(=O)N1SOC[C@H]1CC1=CC=CC=C1.FC=1C(=C(C=CC1)C=1C=CC=2N(C1)C=C(N2)C2(CC2)C(=O)N)C (6-(3-fluoro-2-methylphenyl)imidazo[1,2-a]pyridin-2-yl)cyclopropanecarboxamide tert-butyl-(R)-4-benzyl-1,2,3-oxathiazolidine-3-carboxylate